C(C)(C)OC1=NC=C(C=N1)N1N=C(C=C1C)N1CCN(CC1)CCN1CCOCC1 4-[2-[4-[1-(2-isopropoxypyrimidin-5-yl)-5-methyl-pyrazol-3-yl]piperazin-1-yl]ethyl]morpholine